O1C=NC2=C1C=C(C=C2)NC(=O)NC2=C(C=CC=C2)C 1-(benzo[d]oxazol-6-yl)-3-(o-tolyl)urea